(E)-N2-(bicyclo[2.2.1]heptan-2-yl)-9-(hydroxyimino)-N7-(spiro[3.3]heptan-2-yl)-9H-fluorene-2,7-disulfonamide C12C(CC(CC1)C2)NS(=O)(=O)C2=CC=1/C(/C3=CC(=CC=C3C1C=C2)S(=O)(=O)NC2CC1(C2)CCC1)=N/O